N6-(tert-butoxycarbonyl)lysine methyl ester COC([C@@H](N)CCCCNC(=O)OC(C)(C)C)=O